[N+](=O)([O-])C1=C(OCCC=2N(C(=CN2)[N+](=O)[O-])C)C=CC(=C1)[N+](=O)[O-] 2-[2-(2,4-dinitro-phenoxy)-ethyl]-1-methyl-5-nitro-1H-imidazole